[Cl-].C(CC)[N+](CCC)(CCC)CCC tetra-normal propylammonium chloride